ClC=1C=C2C(=CN=C(C2=CN1)N1[C@@H](CC1)C)C(C)C (R)-6-chloro-4-isopropyl-1-(2-methylazetidin-1-yl)-2,7-naphthyridine